(E)-3-(1,3-Benzodioxol-5-yl)-1-(2-hydroxy-6-methoxyphenyl)prop-2-en-1-one O1COC2=C1C=CC(=C2)/C=C/C(=O)C2=C(C=CC=C2OC)O